C(=O)(N)O The molecule is a one-carbon compound that is ammonia in which one of the hydrogens is replaced by a carboxy group. Although carbamic acid derivatives are common, carbamic acid itself has never been synthesised. It has a role as an Escherichia coli metabolite. It is a one-carbon compound, a carbon oxoacid and an organonitrogen compound. It is a conjugate acid of a carbamate.